FC1=C2C=C(NC2=CC=C1OC1=NC=NC2=CC(=C(C=C12)OC)OCC1CC(C1)C(=O)C1CC(C1)COC1=C(C=C2C(=NC=NC2=C1)OC=1C(=C2C=C(NC2=CC1)C)F)OC)C 3-((4-(4-fluoro-2-methyl-1H-indol-5-yloxy)-6-methoxyquinazolin-7-yloxy)methyl)cyclobutylketone